1,4-Diisocyanatocyclohexan N(=C=O)C1CCC(CC1)N=C=O